FC=1C=C(C=CC1F)N1C(CCCC1C1=NC2=C(N1C=1SC=C(N1)CS(=O)(=O)C)C=CC(=C2)C=2C(=NOC2C)C)=O 1-(3,4-difluorophenyl)-6-(5-(3,5-dimethylisoxazol-4-yl)-1-(4-((methylsulfonyl)methyl)thiazol-2-yl)-1H-benzo[d]imidazol-2-yl)piperidin-2-one